FC=1C(=C(C=CC1F)[C@@H]1[C@@H](O[C@@]([C@H]1C)(C(F)(F)F)C)C(=O)NC1=C(C(=NC=C1)C(=O)N)C)OC 4-[[(2R,3R,4S,5S)-3-(3,4-Difluoro-2-methoxy-phenyl)-4,5-dimethyl-5-(trifluoromethyl)tetrahydrofuran-2-carbonyl]amino]-3-methyl-pyridin-2-carboxamid